C(C=C)N1N(C2=NC(=NC=C2C1=O)NC=1C=C2C=NN(C2=CC1)C)C=1C=C(OC2CCN(CC2)C(=O)OC(C)(C)C)C=CC1 tert-butyl 4-(3-(2-allyl-6-((1-methyl-1H-indazol-5-yl)amino)-3-oxo-2,3-dihydro-1H-pyrazolo[3,4-d]pyrimidin-1-yl)phenoxy)piperidine-1-carboxylate